BrC=1C=C(C=CC1)[C@@H](C1=CC=C(C#N)C=C1)OC1=CC=C2C(CCOC2=C1C(C)C)=O (R,S)-4-((3-Bromophenyl)((8-isopropyl-4-oxochroman-7-yl)oxy)methyl)benzonitrile